4-(7-(3,4-dimethoxyphenyl)pyrazolo[1,5-a]pyrimidine-2-carboxamido)-2-methoxybenzoic acid COC=1C=C(C=CC1OC)C1=CC=NC=2N1N=C(C2)C(=O)NC2=CC(=C(C(=O)O)C=C2)OC